C(C1=CC=CC=C1)N1N=NC(=C1)COC1=CC=C(C=C1)C[C@@H](COCC)N1C=NC=2C(=NC=3C=CC=CC3C21)N (S)-1-(1-(4-((1-benzyl-1H-1,2,3-triazol-4-yl)methoxy)phenyl)-3-ethoxypropan-2-yl)-1H-imidazo[4,5-c]quinolin-4-amine